[2-methoxy-1-(4-pyridyl)ethyl] methanesulfonate CS(=O)(=O)OC(COC)C1=CC=NC=C1